ClC1=C(C(=O)O)C=CC=C1C(=O)N1N=C(C=C1OCC=1SC(=CC1)Cl)C1NCCOC1 2-chloro-3-{5-[(5-chlorothiophen-2-yl)methoxy]-3-(morpholin-3-yl)-1H-pyrazole-1-carbonyl}benzoic acid